6-methoxy-indoline-2-thione COC1=CC=C2CC(NC2=C1)=S